C1(CCCC1)N1C(CN(C=2C(N[C@](NC12)(N)NC1=C(C=C2CCCN(C2=C1)C(CN1CCCCC1)=O)OC)=O)C)CC (R)-8-cyclopentyl-7-ethyl-2-{{6-methoxy-1-[2-(piperidin-1-yl)acetyl]-1,2,3,4-tetrahydroquinolin-7-yl}amino}-5-methyl-7,8-dihydro-pterin